12-chloro-7-((dimethylamino)methyl)-10-fluoro-2-methyl-2,3,4,4a,6,7-hexahydro-8-oxa-3,5a,9,13c-tetraazanaphtho[3,2,1-de]anthracene-5(1H)-one ClC1=CC2=C3C=4N(CC(OC4N=C2C(=C1)F)CN(C)C)C(C1CNC(CN13)C)=O